[N+](=O)([O-])C1(C(=O)N)CC=CC=C1 1-nitrobenzamide